FC=1C=C(C#N)C=CC1SC 3-fluoro-4-(methylthio)benzonitrile